FC(OC=1C=C2C(=NN(C2=CC1)C1OCCCC1)C=1C=C(C(N(N1)C)=O)N1CCOCC1)F 6-(5-(difluoromethoxy)-1-(tetrahydro-2H-pyran-2-yl)-1H-indazol-3-yl)-2-methyl-4-(N-morpholinyl)pyridazin-3(2H)-one